malate (ethyl 2-(2-methyl-1,3-dioxolan-2-yl) acetate) C(C)C(C(=O)O)C1(OCCO1)C.C(C(O)CC(=O)O)(=O)O